N1CC(C1)C(=O)N azetidine-3-amide